NC1=CC(=C(C=C1)CCSCNC(=O)CNC(OC(C)(C)C)=O)Cl tert-butyl N-[[([[2-(4-amino-2-chlorophenyl)ethyl]sulfanyl]-methyl)carbamoyl]methyl]carbamate